COC(=O)C1CC2=CC(=CC=C2CC1)C(F)(F)F 7-(trifluoromethyl)-1,2,3,4-tetrahydronaphthalene-2-carboxylic acid methyl ester